BrC=1N=C2C(=NC1N1C3CC(CC1CC3)NC(OC(C)(C)C)=O)N(C=C2I)S(N(C)C)(=O)=O tert-Butyl N-[endo-8-[2-bromo-5-(dimethylsulfamoyl)-7-iodo-5H-pyrrolo[2,3-b]pyrazin-3-yl]-8-azabicyclo[3.2.1]octan-3-yl]carbamate